tert-butyl 3-(2-(diisopropylamino)ethyl)-4-methoxy-1H-pyrrolo[3,2-c]pyridine-1-carboxylate C(C)(C)N(CCC1=CN(C2=C1C(=NC=C2)OC)C(=O)OC(C)(C)C)C(C)C